O=C1NC(CCC1C1=CC=C(C=C1)N1C[C@H](CC1)C=O)=O (3S)-1-(4-(2,6-dioxopiperidin-3-yl)phenyl)pyrrolidine-3-carbaldehyde